(9R)-9-[(1-hydroxycyclopropyl)methyl]-3-(1H-pyrazol-4-yl)-2-thia-8,11-diazatricyclo[6.4.1.04,13]trideca-1(13),3-dien-12-one OC1(CC1)C[C@H]1N2CCCC3=C(SC(C(NC1)=O)=C32)C=3C=NNC3